N-[(4-bromo-3-methoxy-phenyl)methyl]-2-methoxy-benzamide BrC1=C(C=C(C=C1)CNC(C1=C(C=CC=C1)OC)=O)OC